4-(ethylamino)-5,6-dihydro-6-methyl-4h-thieno(2,3-b)thiopyran-2-sulfonamide-7,7-dioxide C(C)NC1C2=C(S(C(C1)C)(=O)=O)SC(=C2)S(=O)(=O)N